[Co].[Al].[Mn] manganese-aluminum cobalt